N-(5,6-dimethoxybenzo[d]thiazol-2-yl)-4-(N-methyl-N-phenyl-sulfamoyl)benzamide COC=1C(=CC2=C(N=C(S2)NC(C2=CC=C(C=C2)S(N(C2=CC=CC=C2)C)(=O)=O)=O)C1)OC